N1=C(N=CC(=C1)[C@H]1[C@@H](C1)C=1C=C(C(=C(C1)N[C@@H]1CN(CC1)C(C)=O)F)F)C1=NC=CC=N1 trans-1-((3S)-3-((5-(2-([2,2'-bipyrimidin]-5-yl)cyclopropyl)-2,3-difluorophenyl)amino)pyrrolidin-1-yl)ethanone